methyl 3-(3-cyano-5-(1-(quinolin-5-yl)-5-(trifluoromethyl)-1H-pyrazole-4-carboxamido) pyridin-2-yl)-1-methyl-1H-pyrazole-5-carboxylate C(#N)C=1C(=NC=C(C1)NC(=O)C=1C=NN(C1C(F)(F)F)C1=C2C=CC=NC2=CC=C1)C1=NN(C(=C1)C(=O)OC)C